COC(=O)C=1SC(=CC1CC)C1=NC=C(C=C1[N+](=O)[O-])Br 5-(5-bromo-3-nitropyridin-2-yl)-3-ethylthiophene-2-carboxylic acid methyl ester